(3aS,6aR)-2-(6,7-Dihydro-4H-thieno[3,2-c]pyran-2-carbonyl)spiro[3,3a,6,6a-tetrahydro-1H-cyclopenta[c]pyrrole-5,1'-cyclopropan]-4-one S1C(=CC=2COCCC21)C(=O)N2C[C@H]1[C@@H](C2)C(C2(CC2)C1)=O